tert-butyl N-[4-(3-hydroxyazetidin-1-yl)phenyl]carbamate OC1CN(C1)C1=CC=C(C=C1)NC(OC(C)(C)C)=O